C(CCCCCCCCC)OC(CCCCCCCCC)=O decanoic acid decyl ester